2,8-dichloro-dibenzo[b,d]thiophene 5,5-dioxide ClC1=CC2=C(S(C3=C2C=C(C=C3)Cl)(=O)=O)C=C1